(6-Hydroxy-10-(phenylsulfonyl)-[1,2,4]triazolo[5,1-a]isoquinoline-5-carbonyl)glycine OC1=C(N2C(C3=C(C=CC=C13)S(=O)(=O)C1=CC=CC=C1)=NC=N2)C(=O)NCC(=O)O